C(C)(C)(C)OC(=O)NC1=CC(=NC=N1)NC1=CC2=C(C(N(C23CCN(CC3)C(=O)OC(C)(C)C)CC3=CC=C(C=C3)OC)=O)S1 tert-butyl 2'-((6-((tert-butoxycarbonyl)amino)pyrimidin-4-yl)amino)-5'-(4-methoxybenzyl)-6'-oxo-5',6'-dihydrospiro[piperidine-4,4'-thieno[2,3-c]pyrrole]-1-carboxylate